FC(C1=NN=C(S1)C1=NC=C2N1C=C(C=C2N2C[C@H](OC(C2)(C)C)C(=O)N)S(NC2(CC2)C)(=O)=O)F (S)-4-(3-(5-(difluoromethyl)-1,3,4-thiadiazol-2-yl)-6-(N-(1-methylcyclopropyl)sulfamoyl)imidazo[1,5-a]pyridin-8-yl)-6,6-dimethylmorpholine-2-carboxamide